FC(C1=NC(=NO1)C1=CC=C(C=C1)CN1C=CC=2C(=CC=CC12)C(=O)OC)(F)F 4-methyl 1-[[4-[5-(trifluoromethyl)-1,2,4-oxadiazol-3-yl] phenyl]methyl]indole-4-carboxylate